N[C@H](C(=O)NC1=CC(=C(C=C1)C1=C2C(=NC=C1)NC(=C2)C)C)C(C)(C)O (2S)-2-Amino-3-hydroxy-3-methyl-N-[3-methyl-4-(2-methyl-1H-pyrrolo[2,3-b]pyridin-4-yl)phenyl]butanamide